OCC(NCC(=O)O)(CO)CO N-[tris-(hydroxymethyl)methyl]glycine